C1=CC=C(C(=C1)C(F)(F)F)Cl o-chlorobenzotrifluoride